N-(4-methyl-3-(((R)-1-(naphthalen-1-yl)ethyl)carbamoyl)phenyl)piperazine-2-carboxamide 2,2,2-trifluoroacetate FC(C(=O)O)(F)F.CC1=C(C=C(C=C1)NC(=O)C1NCCNC1)C(N[C@H](C)C1=CC=CC2=CC=CC=C12)=O